CN(C)CCO N-(dimethylamino)ethanol